6-(3-((2-((3S,4R)-3-fluoro-4-hydroxy-3-methylpiperidin-1-yl)pyrimidin-4-yl)amino)-5-isopropylisoquinolin-8-yl)-2-thia-6-azaspiro[3.3]heptane F[C@]1(CN(CC[C@H]1O)C1=NC=CC(=N1)NC=1N=CC2=C(C=CC(=C2C1)C(C)C)N1CC2(CSC2)C1)C